butyl 3-(piperidin-4-yloxy)azetidine-1-carboxylate N1CCC(CC1)OC1CN(C1)C(=O)OCCCC